N1C=C(C2=CC=CC=C12)C1=NOC(=N1)[C@H]1N(CCC1)C(=O)OC(C)(C)C Tert-butyl (S)-2-(3-(1H-indol-3-yl)-1,2,4-oxadiazol-5-yl)pyrrolidine-1-carboxylate